11-oxahexadecenelactone C1(C=CCCCCCCCOCCCCCO1)=O